C1(CC1)C#C[C@@]1(NC(NC2=C(C(=C(C=C12)F)CO)F)=O)C(F)(F)F (S)-4-(cyclopropylethynyl)-6,8-difluoro-7-(hydroxymethyl)-4-(trifluoromethyl)-3,4-dihydroquinazolin-2(1H)-one